ClC=1C=C(C(=C(C(=O)NC2=C(C=C(C=C2)C(F)(F)F)Cl)C1)O)CCN(C)C 5-chloro-N-(2-chloro-4-(trifluoromethyl)phenyl)-3-(2-(dimethylamino)ethyl)-2-hydroxybenzamide